CNC(C(C)O)O methylamino-1,2-propanediol